(3-((1r,3r,5r,7r)-2-hydroxyadamantan-2-yl)prop-2-yn-1-yl)carbamic acid tert-butyl ester C(C)(C)(C)OC(NCC#CC1(C2CC3CC(CC1C3)C2)O)=O